CN(CC(=O)OC(C)(C)C)CCCCNC(=O)OCC1=CC=C(C=C1)NC([C@H](C)NC([C@H](C(C)C)NC(CCN1C(C=CC1=O)=O)=O)=O)=O tert-butyl 2-[methyl-[4-[[4-[[(2S)-2-[[(2S)-2-[3-(2,5-dioxopyrrol-1-yl)propanoylamino]-3-methyl-butanoyl]amino]propanoyl]amino]phenyl]methoxycarbonylamino]butyl]amino]acetate